FC(S(=O)(=O)C1(CC1)CO)F (1-((difluoromethyl)sulfonyl)cyclopropyl)methanol